1,4-di-tert-butyl (2R)-2-(hydroxymethyl)piperazine-1,4-dicarboxylate OC[C@@H]1N(CCN(C1)C(=O)OC(C)(C)C)C(=O)OC(C)(C)C